C1(CC1)C=1C=C(OC=2C=NC=C(C2C(=O)NCC(F)C2=C(C=C(C=C2)Cl)Cl)OCC(=C)C)C=CC1 3-(3-cyclopropyl-phenoxy)-N-[2-(2,4-dichlorophenyl)-2-fluoro-ethyl]-5-(2-methylallyloxy)pyridine-4-carboxamide